N'-propyl-sulfamide C(CC)NS(=O)(=O)N